N1C=C(C2=CC=CC=C12)CN1C=CC2=CC(=CC=C12)C ((1H-indole-3-yl)methyl)-5-methyl-1H-indole